bis[(4-anilino-6-morpholinyl-1,3,5-triazine-2-yl)amino]stilbene-2,2'-disulfonic acid disodium salt [Na+].[Na+].N(C1=CC=CC=C1)C1=NC(=NC(=N1)N1CCOCC1)NC(=C(C=1C(=CC=CC1)S(=O)(=O)[O-])NC1=NC(=NC(=N1)NC1=CC=CC=C1)N1CCOCC1)C=1C(=CC=CC1)S(=O)(=O)[O-]